CC=1C=C(C=C(C1)C)C1=CC=CC=C1.[Mg+2] magnesium (ii) 3,5-dimethyl-1,1-biphenyl